Thiazolol S1C(=NC=C1)O